4-(6-chloro-2-cyclopropyl-5-methoxypyrimidin-4-yl)morpholine ClC1=C(C(=NC(=N1)C1CC1)N1CCOCC1)OC